6-(3-chloro-4,5-difluoro-phenyl)-3-methyl-2,3,4,5-tetrahydropyridine ClC=1C=C(C=C(C1F)F)C=1CCC(CN1)C